C(C)(C)C1CCC(CC1)OCC1NCCCC1C1=C(C=NN1C1OCCCC1)C 2-(((4-isopropylcyclohexyl)oxy)methyl)-3-(4-methyl-1-(tetrahydro-2H-pyran-2-yl)-1H-pyrazol-5-yl)piperidine